2-hydroxyethyl (R)-2-(4-((4'-(1,1,1,3,3,3-hexafluoro-2-hydroxypropan-2-yl)-2-methyl-[1,1'-biphenyl]-4-yl)methyl)-1-(pyridin-4-ylmethyl)piperazin-2-yl)acetate FC(C(C(F)(F)F)(O)C1=CC=C(C=C1)C1=C(C=C(C=C1)CN1C[C@H](N(CC1)CC1=CC=NC=C1)CC(=O)OCCO)C)(F)F